COCCN1N=CC(=C1)/C=N/O (E)-1-(2-Methoxyethyl)-1H-pyrazole-4-carbaldehyde oxime